OC1(CCN(CC1)C(C[C@@H](C)C1=CC=CC=C1)=O)CN1C=NC=2C(C1=O)=NN(C2C=2C=C(C(=O)O)C=CC2)C (R)-3-(6-((4-Hydroxy-1-(3-phenylbutanoyl)piperidin-4-yl)methyl)-2-methyl-7-oxo-6,7-dihydro-2H-pyrazolo[4,3-d]pyrimidin-3-yl)benzoic acid